N1C(C(C2=CC=CC=C12)=O)=O indolinedione